CC(C(=O)N[C@@H]([C@@H](C)CC)C(=O)N[C@H](CCC(=O)O)C(=O)O)(C)C1=CC=C(C=C1)C (2-methyl-2-(p-tolyl)propanoyl)-L-isoleucyl-D-glutamic acid